C(CCCCCCCCCCCCCCCCCCCCC)(=O)O.C(CCCCCCCCCCCCCCCCCCCCC)(=O)O.OCC(O)CO.OCC(O)CO.OCC(O)CO triglycerol dibehenate